[1,2,4]thiadiazolidine-3,5-dione S1NC(NC1=O)=O